1-(6-(4-methyl-4H-1,2,4-triazol-3-yl)pyridin-2-yl)-3-(7-methylbenzo[d]thiazol-2-yl)urea CN1C(=NN=C1)C1=CC=CC(=N1)NC(=O)NC=1SC2=C(N1)C=CC=C2C